N-(4-((7-((1-(cyclopentylamino)cyclopropanyl)methoxy)-6-methoxyquinolin-4-yl)oxy)-3-fluorophenyl)-N-(4-fluorophenyl)cyclopropane-1,1-dicarboxamide C1(CCCC1)NC1(CC1)COC1=C(C=C2C(=CC=NC2=C1)OC1=C(C=C(C=C1)N(C(=O)C1(CC1)C(=O)N)C1=CC=C(C=C1)F)F)OC